7-methoxyethoxycoumarinformyl chloride COCCOC1=CC=C2C=C(C(OC2=C1)=O)C(=O)Cl